FC(C1=NN(C(=C1)C)CC1CC2(CN(C2)C(=O)N2CC3(C2)CC(C3)N3N=C(N=C3)C3(CC3)O)C1)F [6-[[3-(difluoromethyl)-5-methyl-pyrazol-1-yl]methyl]-2-azaspiro[3.3]heptan-2-yl]-[6-[3-(1-hydroxycyclopropyl)-1,2,4-triazol-1-yl]-2-azaspiro[3.3]heptan-2-yl]methanone